(R)-2-chloro-4-(3-methylmorpholinyl)thieno[3,2-d]pyrimidine-7-carbaldehyde ClC=1N=C(C2=C(N1)C(=CS2)C=O)N2[C@@H](COCC2)C